ON=C(CCC(=O)O)O (N-hydroxysuccinic acid)-Imide